1,2-bis(4-carboxy-3-nitrophenyl) ethylene methyl 3-(3-(3-fluoro-4-methyl-5-(7-methylimidazo[1,2-a]pyridine-3-carboxamido)phenyl)-1,2,4-oxadiazol-5-yl)azetidine-1-carboxylate FC=1C=C(C=C(C1C)NC(=O)C1=CN=C2N1C=CC(=C2)C)C2=NOC(=N2)C2CN(C2)C(=O)OC.C(=O)(O)C2=C(C=C(C=C2)C=CC2=CC(=C(C=C2)C(=O)O)[N+](=O)[O-])[N+](=O)[O-]